2-(3-(benzo[b]naphtho[1,2-d]thiophen-5-yl)phenyl)-4-(3-chlorophenyl)-6-phenyl-1,3,5-triazine C1=CC=CC=2C(=CC3=C(C4=C(S3)C=CC=C4)C12)C=1C=C(C=CC1)C1=NC(=NC(=N1)C1=CC(=CC=C1)Cl)C1=CC=CC=C1